(S)-7-(2-methoxyethoxy)-5-methyl-3-(tritylamino)-2,3-dihydrobenzo[b][1,4]-oxazepin-4(5H)-one COCCOC1=CC2=C(OC[C@@H](C(N2C)=O)NC(C2=CC=CC=C2)(C2=CC=CC=C2)C2=CC=CC=C2)C=C1